FC=1C=C(C=CC1)N1N=C(C2=CC=C(C=C12)C(=O)O)C1=CC(=CC=C1)F 1,3-bis(3-fluorophenyl)-1H-indazole-6-carboxylic acid